C(C)(=O)NCC[Si](OC)(OC)OC N-acetyl-2-aminoethyl-trimethoxysilane